C(CCCCCCC)C1=C(C=CC=C1)O o-octyl-phenol